BrC1=NC(=CC(=C1)O)SC 2-bromo-6-(methylsulfanyl)pyridin-4-ol